dioxaborinane-4-d O1OBC(CC1)[2H]